C(C)(C)(C)OC(=O)N1CCN(CC1)C1=NC(=NC(=N1)C=1C=NC(=CC1C(F)(F)F)N)N1CCOCC1 4-(4-(6-amino-4-(trifluoromethyl)pyridin-3-yl)-6-morpholino-1,3,5-triazin-2-yl)piperazine-1-carboxylic acid tert-butyl ester